FC(CC[C@@H](C(OC)OC)NC(=O)[C@@H]1[C@H]2C([C@H]2CN1C(=O)OCC1=CC=CC=C1)(C)C)(C)F Benzyl (1R,2S,5S)-2-(((S)-5,5-difluoro-1,1-dimethoxyhexan-2-yl)carbamoyl)-6,6-dimethyl-3-azabicyclo[3.1.0]hexane-3-carboxylate